BrC=1C=C2C(=CC1)N(C1=C2CC(NC2=C1C=CC=C2)=O)CC=C 9-bromo-7,12-dihydro-12-(2-propenyl)-indolo[3,2-d][1]benzazepin-6(5H)-one